FC1([C@H](CN(C1)C)NC1=NN2C(C(=N1)OC)=C(C=C2)C=2C=C1N=CC=NC1=CC2)F (S)-N-(4,4-difluoro-1-methylpyrrolidin-3-yl)-4-methoxy-5-(quinoxalin-6-yl)pyrrolo[2,1-f][1,2,4]triazin-2-amine